(2S,3S)-2,3-Difluoro-N-(2-(pyrrolidin-1-yl)-4-((4-(trifluoromethyl)benzyl)amino)phenyl)octanamid F[C@@H](C(=O)NC1=C(C=C(C=C1)NCC1=CC=C(C=C1)C(F)(F)F)N1CCCC1)[C@H](CCCCC)F